((((3R,5R)-3-butyl-3-ethyl-7-methoxy-1,1-dioxido-5-phenyl-2,3,4,5-tetrahydrobenzo[f][1,4]thiazepin-8-yl)methyl)amino)pentanedioic acid C(CCC)[C@@]1(CS(C2=C([C@H](N1)C1=CC=CC=C1)C=C(C(=C2)CNC(C(=O)O)CCC(=O)O)OC)(=O)=O)CC